[Si](C1=CC=CC=C1)(C1=CC=CC=C1)(C(C)(C)C)OCCC[C@@H](C=O)NC(OC(C)(C)C)=O tert-butyl N-[(2S)-5-[(tert-butyldiphenylsilyl)oxy]-1-oxopentan-2-yl]carbamate